dodecen-yl-succinic anhydride C(=CCCCCCCCCCC)C1C(=O)OC(C1)=O